FC1=CC=C2C(=CN(C(C2=C1)=O)C1=C(C=CC=C1)C)C(C(F)(F)F)C 7-fluoro-2-(o-tolyl)-4-(1,1,1-trifluoropropan-2-yl)isoquinolin-1(2H)-one